tert-butyl 4-(1-(6-(5-(4-chloro-1-methyl-1H-pyrazol-5-yl)-2-azabicyclo[4.1.0]heptan-2-yl)-3-cyano-2-(difluoromethyl)pyridin-4-yl)azetidin-3-yl)piperazine-1-carboxylate ClC=1C=NN(C1C1CCN(C2CC12)C1=CC(=C(C(=N1)C(F)F)C#N)N1CC(C1)N1CCN(CC1)C(=O)OC(C)(C)C)C